N-methyl-2-(morpholin-4-yl)-N-phenyl-8-(1H-pyrazol-5-yl)-1,7-naphthyridin-4-amine CN(C1=CC(=NC2=C(N=CC=C12)C1=CC=NN1)N1CCOCC1)C1=CC=CC=C1